tert-Butyl (4-(5-chloro-3-((S)-3-(isopropylamino)pyrrolidin-1-yl)-7,9-dihydrofuro[3,4-f]quinazolin-6-yl)-3-cyano-7-fluorothieno[3,2-c]pyridin-2-yl)carbamate ClC1=C(C2=C(C=3C=NC(=NC13)N1C[C@H](CC1)NC(C)C)COC2)C2=NC=C(C1=C2C(=C(S1)NC(OC(C)(C)C)=O)C#N)F